ClC=1C=C(COC(=O)N[C@H](C(=O)NC(C(=O)OC)CC2C(NC3(C2)CCOCC3)=O)CC3CCCCC3)C=CC1 Methyl 2-((S)-2-((((3-chlorobenzyl)oxy)carbonyl)amino)-3-cyclohexylpropanamido)-3-(2-oxo-8-oxa-1-azaspiro[4.5]decan-3-yl)propanoate